C(C)C1(CS(C2=C(N(C1)C1=CC=CC=C1)C=C(C(=C2)O\C=C(\C(=O)OC)/F)SC)(=O)=O)CC methyl (Z)-3-((3,3-diethyl-7-(methylthio)-1,1-dioxido-5-phenyl-2,3,4,5-tetrahydro-1,5-benzothiazepin-8-yl)oxy)-2-fluoroacrylate